(4-(Benzo[b]thiophen-7-yloxy)-2-chlorophenyl)(4-chloro-7H-pyrrolo[2,3-d]pyrimidin-5-yl)methan S1C2=C(C=C1)C=CC=C2OC2=CC(=C(C=C2)CC2=CNC=1N=CN=C(C12)Cl)Cl